COC=1C=CC2=C(N(C(O2)=O)CC(=O)N)C1 2-(5-methoxy-2-oxo-benzo[d]oxazol-3(2H)-yl)acetamide